N(C1=CC=CC=C1)C1=NC2=CC=C(C=C2C(N1C=1C=NC=CC1)=O)Cl 2-anilino-6-chloro-3-(pyridin-3-yl)quinazolin-4(3H)-one